5-(3-hydroxypropyl)-3-(pyridin-4-yl)-1-(4-(pyrimidin-2-yl)phenyl)pyrazin-2(1H)-one OCCCC=1N=C(C(N(C1)C1=CC=C(C=C1)C1=NC=CC=N1)=O)C1=CC=NC=C1